C(C)(C)(C)OC(=O)N1CC2(C[C@@H]1C)OC(C=1C(=NC=CC12)Cl)O (5'S)-4-chloro-3-hydroxy-5'-methyl-3H-spiro[furo[3,4-c]pyridine-1,3'-pyrrolidine]-1'-carboxylic acid tert-butyl ester